C1(CC1)CN1C([C@@H]2N(C3=C1C=C(C=N3)F)CCNC2)=S (R)-5-(cyclopropylmethyl)-3-fluoro-7,8,9,10-tetrahydro-5H-pyrazino[1,2-a]pyrido[3,2-e]pyrazine-6(6aH)-thione